Cis-1,2,3,6-Tetrahydrophthalimide C1([C@H]2[C@@H](C(N1)=O)CC=CC2)=O